(3-octylphenyliminobutyl) benzoate C(C1=CC=CC=C1)(=O)OCCCC=NC1=CC(=CC=C1)CCCCCCCC